3-[(2R)-1-(dimethylamino)propan-2-yl]oxy-5-[[4-methoxy-5-(1-methylpyrazol-4-yl)pyridin-2-yl]amino]pyrazine-2-carbonitrile CN(C[C@@H](C)OC=1C(=NC=C(N1)NC1=NC=C(C(=C1)OC)C=1C=NN(C1)C)C#N)C